OC=1C=C(OCC(=O)[O-])C=CC1C(\C=C\C1=CC(=C(C=C1)OC)O)=O 2-[3-hydroxy-4-[(E)-3-(3-hydroxy-4-methoxyphenyl)prop-2-enoyl]phenoxy]acetate